C(CCCCCC(=O)OC1=CC=C(C=C1)N)(=O)OC1=CC=C(C=C1)N bis(4-aminophenyl) pimelate